(1S,3aR,6aS)-2-((S)-2-acetamido-2-phenylacetyl)-N-((R,Z)-4-fluoro-4-(methylsulfonyl)-1-((R)-2-oxopyrrolidin-3-yl)but-3-en-2-yl)octahydrocyclopenta[c]pyrrole-1-carboxamide C(C)(=O)N[C@H](C(=O)N1[C@@H]([C@@H]2[C@H](C1)CCC2)C(=O)N[C@H](C[C@@H]2C(NCC2)=O)\C=C(/S(=O)(=O)C)\F)C2=CC=CC=C2